tert-butyl 2-{[4-(cyanomethyl) phenyl] amino}-5H,6H,7H,8H-pyrido[3,4-d]pyrimidine-7-carboxylate C(#N)CC1=CC=C(C=C1)NC=1N=CC2=C(N1)CN(CC2)C(=O)OC(C)(C)C